Monophenyltin C1(=CC=CC=C1)[Sn]